C(CCC)[Sn](C1=NC=CC=N1)(CCCC)CCCC Tributyl-(pyrimidin-2-yl)stannane